C1(=CC=CC=C1)C1=CC(=NC2=CC=CC=C12)C=1[CH-]C=CC1.[CH-]1C=CC=C1.[Fe+2] 2-(4-phenyl-quinolinyl)ferrocene